2-(6-(((1R,3s,5S)-8-azabicyclo[3.2.1]octan-3-yl)thio)-1,2,4-triazin-3-yl)-5-(1H-imidazol-1-yl)phenol [C@H]12CC(C[C@H](CC1)N2)SC2=CN=C(N=N2)C2=C(C=C(C=C2)N2C=NC=C2)O